C(C)(C)(C)OC(=O)N1CC(CCC1)C(=O)C1=CC2=CC=C(C(=C2C=C1)CC#N)OC 3-(5-(cyanomethyl)-6-methoxy-2-naphthoyl)piperidine-1-carboxylic acid tert-butyl ester